ClC1=C(C(=CC=C1OC)C)C1=CC=2C(=NC(=NC2)NC)N2C1=NC=N2 4-(2-chloro-3-methoxy-6-methylphenyl)-N-methyl-[1,2,4]triazolo[1',5':1,6]pyrido[2,3-d]pyrimidin-8-amine